N-(3-chloro-5-(methylsulfonylamino)phenyl)-1-(4-morpholinylpyridin-2-yl)-1H-pyrazole-4-carboxamide ClC=1C=C(C=C(C1)NS(=O)(=O)C)NC(=O)C=1C=NN(C1)C1=NC=CC(=C1)N1CCOCC1